N-(8-methoxy-4-methyl-2-oxo-1H-quinolin-6-yl)-2-[(2S)-2-methylpyrrolidin-1-yl]-5,7-dihydrofuro[3,4-b]pyridine-3-carboxamide COC=1C=C(C=C2C(=CC(NC12)=O)C)NC(=O)C=1C=C2C(=NC1N1[C@H](CCC1)C)COC2